(2-chlorophenyl)hydrazine hydrochloride Cl.ClC1=C(C=CC=C1)NN